C(C)(C)(C)OC(=O)N1C(COCC1)C=CC(=O)OCC 3-(3-ethoxy-3-oxoprop-1-en-1-yl)morpholine-4-carboxylic acid tert-butyl ester